(3-bromo-2-methylphenyl)-7-chlorobenzo[d]Azole-5-carboxaldehyde BrC=1C(=C(C=CC1)C1=NC=2C(=C1)CC(=CC2Cl)C=O)C